N-(2-butoxyquinolin-6-yl)-3-hydroxy-4-methoxypicolinamide C(CCC)OC1=NC2=CC=C(C=C2C=C1)NC(C1=NC=CC(=C1O)OC)=O